5-(trifluoromethyl)-[3,4'-bipyridine]-2-Carboxylic acid ethyl ester C(C)OC(=O)C1=NC=C(C=C1C1=CC=NC=C1)C(F)(F)F